C(N)(=S)[C@H]1N([C@@H](CC1)C)C(=O)OC(C)(C)C tert-butyl (2S,5R)-2-carbamothioyl-5-methylpyrrolidine-1-carboxylate